C(C1=CC=CC=C1)OC1=NC(=CC=C1C=1C=C2CCCN(C2=CC1)C(=O)OCCCC)OCC1=CC=CC=C1 butyl 6-(2,6-bis(benzyloxy)pyridin-3-yl)-3,4-dihydroquinoline-1(2H)-carboxylate